CC1=C(C(=C(C(=C1)SC)N)SC)N 4-methyl-2,6-bis(methylthio)-1,3-diaminobenzene